2-((benzo[d][1,3]dioxol-5-ylmethyl)carbamoyl)-3-chlorobenzoyl-amide O1COC2=C1C=CC(=C2)CNC(=O)C2=C(C(=O)[NH-])C=CC=C2Cl